4-fluoropyridin FC1=CC=NC=C1